FC1=C(C=CC(=C1)F)S(=O)(=O)NC=1C(=NC=C(C1)C=1C=C2C(=NC=NC2=CC1)N1CCN(CC1)C(\C=C\S(=O)(=O)C)=O)OC (E)-2,4-difluoro-N-(2-methoxy-5-(4-(4-(3-(methylsulfonyl)acryloyl)piperazin-1-yl)quinazolin-6-yl)pyridin-3-yl)benzenesulfonamide